6-(cyclopropyl(methyl-d3)amino)-8-(3-methoxy-2,6-dimethylphenyl)-3-((R)-1-(4-methoxyphenyl)ethyl)pyrido[3,4-d]pyrimidin-4(3H)-one C1(CC1)N(C1=CC2=C(N=CN(C2=O)[C@H](C)C2=CC=C(C=C2)OC)C(=N1)C1=C(C(=CC=C1C)OC)C)C([2H])([2H])[2H]